COC(=O)C1(CC(=NO1)CNC(=O)C1=CC=CC=2N1C=CN2)CC2=CC=CC=C2.F[P-](F)(F)(F)(F)F.C[NH2+]C N-methylmethanaminium hexafluorophosphate methyl-5-benzyl-3-((imidazo[1,2-a]pyridine-5-carboxamido)methyl)-4,5-dihydroisoxazole-5-carboxylate